N'-((5-((R)-1-cyclopropylethyl)-2,3-dihydro-1H-inden-4-yl)carbamoyl)-2-((S)-1,2-dihydroxypropan-2-yl)-N-((S)-1-(4-methoxyphenyl)ethyl)thiazole-5-sulfonimidamide C1(CC1)[C@@H](C)C=1C(=C2CCCC2=CC1)NC(=O)N=S(=O)(N[C@@H](C)C1=CC=C(C=C1)OC)C1=CN=C(S1)[C@@](CO)(C)O